C(C)(C)C=1C=C2C(C(NC2=CC1)=O)C=O 5-ISOPROPYL-2-OXOINDOLINE-3-CARBALDEHYDE